OC1(CC(C1)C(=O)N1CC2(C1)CC(C2)CC2=CC(=C(C=C2)C(F)(F)F)C)C ((1s,3s)-3-Hydroxy-3-methylcyclobutyl)(6-(3-methyl-4-(trifluoromethyl)benzyl)-2-azaspiro[3.3]heptan-2-yl)methanone